CC1=CC=NC2=C3N=CC=C(C3=CC=C12)C 4,7-dimethyl-1,10-phenanthroline